COC=1C=C2C=CC(=C(C2=CC1)OC1=CC=C(OC2CN(C2)C(=O)[O-])C=C1)C1=CC=C(C=C1)S(=O)(=O)C 3-(4-((6-Methoxy-2-(4-(methylsulfonyl)phenyl)naphthalen-1-yl)oxy)phenoxy)azetidine-1-carboxylate